C(C)[SH2](=O)C=N ethyl-(imino)methyl-λ^6-sulfanone